N1(CCCCCC1)C1=CC(=NC=C1)C(=O)NC=1C=CC=C2C=CC=NC12 4-(azepan-1-yl)-N-(quinolin-8-yl)picolinamide